C(C1=CC=CC=C1)OC1=CC=C(C(=N1)C1=N[C@H](C=2N(C3=C1C(=C(C=C3)C(F)(F)F)Cl)C=C(N2)C(=O)NC(C)C)C)F (4S)-6-(6-benzyloxy-3-fluoro-2-pyridinyl)-7-chloro-N-isopropyl-4-methyl-8-(trifluoromethyl)-4H-imidazo[1,2-a][1,4]benzodiazepine-2-Carboxamide